1,2-dilinoleoxy-3-(dimethylamino)acetoxypropane C(CCCCCCC\C=C/C\C=C/CCCCC)OCC(COC(CN(C)C)=O)OCCCCCCCC\C=C/C\C=C/CCCCC